1-(3-hydroxy-3-methylcyclobutyl)-1H-pyrazolo[3,4-b]pyridin-5-ol OC1(CC(C1)N1N=CC=2C1=NC=C(C2)O)C